(2-((3,5-dimethoxybenzyl)oxy)phenyl)triethoxysilane COC=1C=C(COC2=C(C=CC=C2)[Si](OCC)(OCC)OCC)C=C(C1)OC